triphenylphosphonium tetraphenyl-borate triethylsilyltetraphenyl-borate C(C)[Si](CC)(CC)C1=C(C=CC=C1)[B-](C1=CC=CC=C1)(C1=CC=CC=C1)C1=CC=CC=C1.C1(=CC=CC=C1)[B-](C1=CC=CC=C1)(C1=CC=CC=C1)C1=CC=CC=C1.C1(=CC=CC=C1)[PH+](C1=CC=CC=C1)C1=CC=CC=C1.C1(=CC=CC=C1)[PH+](C1=CC=CC=C1)C1=CC=CC=C1